2-cyclopropyl-1-fluoro-5-iodo-3-methylbenzene C1(CC1)C1=C(C=C(C=C1C)I)F